1-(3,5-diiodophenoxy)propan-2-one IC=1C=C(OCC(C)=O)C=C(C1)I